CCC(=C)C 2-Methylbutene